3-hydroxy-2-butenoic acid (2Z)-ethyl ester C(C)OC(\C=C(\C)/O)=O